NCC1=C(C=CC=C1)N1N=C(C=C1)CO (1-(2-(aminomethyl)phenyl)-1H-pyrazol-3-yl)methanol